ClC1=C(C=CC=C1C1=CC=C(C(=N1)O)CNC[C@@H]1CCC(N1)=O)C1=C(C(=CC=C1)NC1=NC(=CC=2C1=NC=CN2)C)C (S)-5-((((6-(2-chloro-2'-methyl-3'-((7-methylpyrido[3,4-b]pyrazin-5-yl)amino)-[1,1'-biphenyl]-3-yl)-2-hydroxypyridin-3-yl)methyl)amino)methyl)pyrrolidin-2-one